BrC1=CC(=C(NC)C(=C1)[N+](=O)[O-])F 4-bromo-2-fluoro-N-methyl-6-nitro-aniline